tert-Butyl 3-(5-isopropyl-7-(thiazol-2-yl)benzo[d]oxazol-2-yl)-3,6-diazabicyclo[3.1.1]heptane-6-carboxylate C(C)(C)C=1C=C(C2=C(N=C(O2)N2CC3N(C(C2)C3)C(=O)OC(C)(C)C)C1)C=1SC=CN1